(S)-3-((dimethylamino)methyl)-N'-(1,2,3,5,6,7-hexahydro-s-indacen-4-ylcarbamoyl)benzenesulfonimidamide CN(C)CC=1C=C(C=CC1)[S@](=O)(N)=NC(NC1=C2CCCC2=CC=2CCCC12)=O